(2-((1-((2-(3-(4-aminophenyl)-2-phenylguanidino)ethyl)amino)-3-(1H-indol-3-yl)-1-oxopropan-2-yl)carbamoyl)-4-bromophenyl)-2-naphthamide NC1=CC=C(C=C1)NC(NCCNC(C(CC1=CNC2=CC=CC=C12)NC(=O)C1=C(C=CC(=C1)Br)C1=C(C=CC2=CC=CC=C12)C(=O)N)=O)=NC1=CC=CC=C1